S1C(=CC=C1)C1=NN=C(O1)N 5-(thiophen-2-yl)-1,3,4-oxadiazol-2-amine